2,5-bis(4-t-butylphenyl)terephthalic acid C(C)(C)(C)C1=CC=C(C=C1)C1=C(C(=O)O)C=C(C(=C1)C(=O)O)C1=CC=C(C=C1)C(C)(C)C